FC(C1=NC=C(C=C1)CC(=O)O)(F)F 2-trifluoromethyl-5-pyridineacetic acid